NC=1C=C(C=2C=CC=C(C2C1)S(=O)(=O)[O-])S(=O)(=O)[O-].[Na+].[Na+] disodium 3-amino-1,5-naphthalenedisulfonate